FC1=C(C=CC(=C1)F)C1=C(C=CC=C1)[C@H](CO)O (R)-1-(2',4'-difluoro-[1,1'-biphenyl]-2-yl)ethane-1,2-diol